The molecule is a diastereoisomeric mixture comprising racemic cis- and racemic trans-goglioside A in a 10:1 ratio. It is a potent and rapidly reversible GBF1 (Golgi-specific brefeldin A-resistance guanine nucleotide exchange factor 1) inhibitor. The (3aS,4R,9bR) isomer is the most active (see Bioorg. Med. Chem. Lett., 2012, 22, 5177-5181). It has a role as a cis-Golgi ArfGEF GBF inhibitor. It contains a cis-golgicide A and a trans-golgicide A. C1C=C[C@H]2[C@@H]1C(NC3=C2C=C(C=C3F)F)C4=CN=CC=C4